3-(2-(4-((2-(4-(1-(7-azaspiro[3.5]nonan-2-yl)piperazin-4-yl)piperazin-1-yl)pyrimidin-4-yl)methoxy)phenyl)propan-2-yl)-5-chlorobenzonitrile trifluoroacetate FC(C(=O)O)(F)F.C1C(CC12CCNCC2)N2CCN(CC2)N2CCN(CC2)C2=NC=CC(=N2)COC2=CC=C(C=C2)C(C)(C)C=2C=C(C#N)C=C(C2)Cl